NC=1C=C(C=CC1O)C(C(F)(F)F)(C(F)(F)F)C1=CC(=C(C=C1)O)N Bis(3-amino-4-hydroxyphenyl)-hexafluoro-propane